(3-amino-6-cyclopropyl-1H-pyrazolo[3,4-b]pyridin-1-yl)((2RS,3SR)-3-methyltetrahydrofuran-2-yl)methanone NC1=NN(C2=NC(=CC=C21)C2CC2)C(=O)[C@@H]2OCC[C@@H]2C |r|